(S)-2-(5'-bromo-2,3',5-trioxo-2',3'-dihydrospiro[imidazolidine-4,1'-inden]-1-yl)-N-(4-fluorobenzyl)-N-(3-(trifluoromethyl)oxetan-3-yl)acetamide BrC=1C=C2C(C[C@@]3(C2=CC1)NC(N(C3=O)CC(=O)N(C3(COC3)C(F)(F)F)CC3=CC=C(C=C3)F)=O)=O